COC1=NC(=CC(=N1)OC)C=1C=NN(C1)C 2,4-dimethoxy-6-(1-methyl-1H-pyrazol-4-yl)pyrimidine